5-methoxypentan COCCCCC